(1-(3-amino-4-methylbenzoyl)azepan-4-yl)benzonitrile NC=1C=C(C(=O)N2CCC(CCC2)C2=C(C#N)C=CC=C2)C=CC1C